NC1=CC2=C(N(N=C2C2=C1C(NC2=O)(O)C2=C(C=CC(=C2)F)Cl)C)C=C 5-amino-6-(2-chloro-5-fluorophenyl)-6-hydroxy-2-methyl-3-vinyl-6,7-dihydropyrrolo[3,4-g]indazol-8(2H)-one